2-(2-(dimethylamino)ethyl)-6-morpholinoN CN(CCC1CNCC(O1)=O)C